ClC1=CC=C(C=C1)C1=C(C(=NC(=N1)C1=CC=CC=C1)C1=CC=NC2=NC=CC=C12)C1=CC=CC=C1 4-(6-(4-chlorophenyl)-2,5-diphenylpyrimidin-4-yl)-1,8-naphthyridine